6-((3-Aminophenyl)amino)-1-cyclopentyl-3-methyl-1,3-dihydro-2H-imidazo[4,5-c]pyridin-2-one NC=1C=C(C=CC1)NC1=CC2=C(C=N1)N(C(N2C2CCCC2)=O)C